2-(Chloromethoxy)ethyl-trimethyl-monosilane tert-Butyl-5-[1-(2,7-dioxoazepan-3-yl)-3-methyl-2-oxobenzimidazol-4-yl]pentanoate C(C)(C)(C)OC(CCCCC1=CC=CC=2N(C(N(C21)C)=O)C2C(NC(CCC2)=O)=O)=O.ClCOCC[Si](C)(C)C